C1(CC1)OC1=CC=C(C(=N1)[N+](=O)[O-])\C=N\C12COC(C1)(C2)C (E)-1-(6-cyclopropoxy-2-nitropyridin-3-yl)-N-(1-methyl-2-oxabicyclo[2.1.1]hexan-4-yl)methanimine